ClC1=C(C=CC=C1)C1=NOC(=C1COC1CCN(CC1)C1=CC=C(/C(=N/O)/N)C=C1)C1CC1 (Z)-4-(4-((3-(2-chlorophenyl)-5-cyclopropylisoxazol-4-yl)methoxy)piperidin-1-yl)-N'-hydroxybenzamidine